N-((5-fluoro-2,3-dihydrobenzofuran-4-yl)methyl)-8-(tetrahydro-2H-pyran-2-yl)-[1,2,4]triazolo[4,3-c]pyrimidin-5-amine FC=1C=CC2=C(CCO2)C1CNC1=NC=C(C=2N1C=NN2)C2OCCCC2